di-2-methoxyethylamine COCCNCCOC